ClC=1C(=NN(C1)C(=O)N1CC2CN(CC2C1)CC1=C(C=C(C=C1)C1=CN=C2N1C=CC=C2)C(F)(F)F)C(=O)O 4-chloro-1-(5-(4-(imidazo[1,2-a]pyridin-3-yl)-2-(trifluoromethyl)benzyl)octahydropyrrolo[3,4-c]pyrrole-2-carbonyl)-1H-pyrazole-3-carboxylic acid